5-bromo-1-[5-(2-pyridinyl)indene-2-carbonyl]indoline-6-sulfonamide BrC=1C=C2CCN(C2=CC1S(=O)(=O)N)C(=O)C=1CC2=CC=C(C=C2C1)C1=NC=CC=C1